1-(2-chloro-5-((2R,4S)-2-(2,5-difluorophenyl)-4-hydroxypyrrolidin-1-yl)pyrazolo[1,5-a]pyrimidin-3-yl)-3-((1R,2R)-2-hydroxycyclopropyl)thiourea ClC1=NN2C(N=C(C=C2)N2[C@H](C[C@@H](C2)O)C2=C(C=CC(=C2)F)F)=C1NC(=S)N[C@H]1[C@@H](C1)O